3,4-diphenyl-perylene C1(=CC=CC=C1)C=1C=CC=2C=3C=CC=C4C=CC=C(C5=CC=C(C1C52)C5=CC=CC=C5)C43